BrC1=CC(=C2C(NC(=NC2=C1F)OC[C@]12CCCN2C[C@@H](C1)F)=O)O[C@H]1[C@H](CCC1)NC 7-Bromo-8-fluoro-2-(((2R,7aS)-2-fluorotetrahydro-1H-pyrrolizin-7a(5H)-yl)methoxy)-5-(((cis)-2-(methylamino)cyclopentyl)oxy)quinazolin-4(3H)-one